2,5-dibromo-3,4-dimethylpyridine BrC1=NC=C(C(=C1C)C)Br